C1(CC1)CN1CC[C@]23CCN(CC[C@]2([C@H]1CC1=CC=C(C=C13)O)O)C(=O)C1=NC=CC=C1O ((5aS,6R,11bR)-14-(cyclopropylmethyl)-5a,10-dihydroxy-1,2,5,5a,6,7-hexahydro-6,11b-(epiminoethano)naphtho[1,2-d]azepin-3(4H)-yl)(3-hydroxypyridin-2-yl)methanone